FC=1C(=NC=C(C1)F)CN1[C@H]2[C@@H](NC[C@@H]1CC2)C |o1:10,11,14| rel-(1R,2S,5S)-8-((3,5-difluoropyridin-2-yl)methyl)-2-methyl-3,8-diazabicyclo[3.2.1]octane